The molecule is a member of the class of 2-pyranones that is 2H-pyran-2-one substituted by methoxy groups at positions 3 and 4, a methyl group at position 5 and a (2E)-3-methyl-9-phenylnon-2-en-1-yl group at position 6. It has been isolated from the marine sponge of the genus Plakortis. It has a role as an animal metabolite. It is a polyketide, a member of 2-pyranones and an ether. CC1=C(OC(=O)C(=C1OC)OC)C/C=C(\\C)/CCCCCCC2=CC=CC=C2